4-chloro-3-fluorophenyl (5R)-3,3-difluoro-5-(2-oxopyrrolidin-1-yl)piperidine-1-carboxylate FC1(CN(C[C@@H](C1)N1C(CCC1)=O)C(=O)OC1=CC(=C(C=C1)Cl)F)F